3-methoxy-N-(2-methoxyethyl)aniline 4-methoxy-3-(5-(thiazol-2-yl)pyridin-3-yl)phenyl-benzylcarbamate COC1=C(C=C(C=C1)N(C(O)=O)CC1=CC=CC=C1)C=1C=NC=C(C1)C=1SC=CN1.COC=1C=C(NCCOC)C=CC1